5-Phenyl-1H-pyrazole-3-carboxylic acid {2-[3-(3-fluoro-5-trifluoromethyl-phenoxy)-azetidin-1-yl]-2-oxo-ethyl}-amide FC=1C=C(OC2CN(C2)C(CNC(=O)C2=NNC(=C2)C2=CC=CC=C2)=O)C=C(C1)C(F)(F)F